N-(cis-4-ethoxycyclohexyl)-5-(imidazo[1,2-a]pyridin-6-yl)pyrrolo[2,1-f][1,2,4]triazin-2-amine C(C)O[C@H]1CC[C@H](CC1)NC1=NN2C(C=N1)=C(C=C2)C=2C=CC=1N(C2)C=CN1